FC(C(=O)[O-])(F)F.C1(CC1)C#C[C@@]1(NC(NC2=CC(=CC=C12)CN1C=NC=C(C1=O)[NH3+])=O)C(F)(F)F (S)-1-((4-(cyclopropylethynyl)-2-oxo-4-(trifluoromethyl)-1,2,3,4-tetrahydroquinazolin-7-yl)methyl)-6-oxo-1,6-dihydropyrimidin-5-aminium 2,2,2-trifluoroacetate